FC(C=1C=NC=CC1C1=CC=C(N)C=C1)(F)F 4-(3-(trifluoromethyl)pyridin-4-yl)aniline